C(C)N1C2=C([C@H]([C@H](C1=O)NC(C1=CC(=CC=C1)C(F)(F)F)=O)C1=CC=C(C=C1)F)C(=NN2C2=CC=CC=C2)C(C(=O)O)=C |r| rac-2-((4R,5R)-7-ethyl-4-(4-fluorophenyl)-6-oxo-1-phenyl-5-(3-(trifluoromethyl)benzamido)-4,5,6,7-tetrahydro-1H-pyrazolo[3,4-b]pyridine-3-yl)acrylic acid